(1R,6S)-2,2-difluoro-6-{[(4S)-1-isopropylazepan-4-yl]oxy}cyclohexan-1-amine FC1([C@@H]([C@H](CCC1)O[C@@H]1CCN(CCC1)C(C)C)N)F